7-(6-(4-Bromothiophen-2-yl)pyrazin-2-yl)-3,4-dihydro-2H-benzo[b][1,4]oxazine BrC=1C=C(SC1)C1=CN=CC(=N1)C=1C=CC2=C(OCCN2)C1